CC1=C(N=NC(=C1C)O)O 4,5-Dimethylpyridazine-3,6-diol